Bisphenol C-carbonate C(O)(O)=O.C1(=CC=CC=C1)O.C1(=CC=CC=C1)O